2-Bromo-4-(1-ethyl-4-phenyl-butyl)thio-1-methoxybenzene BrC1=C(C=CC(=C1)SC(CCCC1=CC=CC=C1)CC)OC